ClC=1C=C(C=CC1F)[C@@H]1N(OCC1)C1=CC(=NC=N1)NC=1C(=CC(=C(C1)NC(C=C)=O)N1CCN(CC1)CC)OC N-(5-((6-((R)-3-(3-chloro-4-fluorophenyl)isoxazolidine-2-yl)pyrimidine-4-yl)amino)-2-(4-ethylpiperazine-1-yl)-4-methoxyphenyl)acrylamide